3-(6,7-dihydro-5H-pyrrolo[1,2-a]imidazol-2-yl)-N-methyl-4-(4-methylphenoxy)benzene-1-sulfonamide N1=C2N(C=C1C=1C=C(C=CC1OC1=CC=C(C=C1)C)S(=O)(=O)NC)CCC2